OCC(C(S(=O)(=O)O)(C)CO)(CN)CO tris[hydroxymethyl]methyl-3-aminopropanesulfonic acid